C(C(=C)C)(=O)OOCCC propoxy methacrylate